ClC(C(=O)OC12CC3(CC(CC(C1)(C3)O)C2)O)=C 3,7-dihydroxyadamantyl α-chloroacrylate